C(=C)N ethenamine